C(#N)C1=C(NC=C1C)C cyano-2,4-dimethylpyrrole